FC1=C(C(=CC=C1)F)C=1NC2=C(C3=C(N1)C(=NN3)C)C=C(N=C2)N2C[C@@H](CC2)C#N (R)-1-(5-(2,6-difluorophenyl)-3-methyl-1,6-dihydropyrazolo[4,3-d]pyrido[4,3-f][1,3]diazepin-9-yl)pyrrolidine-3-carbonitrile